CC1=CC(=NC(=C1)C12COC(C1)(C2)C)N2CC1(C=3C=NC(=CC32)NC(C)=O)CC1 N-(1'-(4-methyl-6-(1-methyl-2-oxabicyclo[2.1.1]hexan-4-yl)pyridin-2-yl)-1',2'-dihydrospiro[cyclopropane-1,3'-pyrrolo[3,2-c]pyridin]-6'-yl)acetamide